2-hydroxy-5-(1-(oxetan-3-yl)-1H-benzo[d]imidazol-2-yl)benzoic acid OC1=C(C(=O)O)C=C(C=C1)C1=NC2=C(N1C1COC1)C=CC=C2